ClC1=C(C2=C(C(N3[C@@H](CO2)CN(CC3)C(=O)OC(C)(C)C)=O)C(=N1)N1CC3(CCC3)CC1)Cl tert-butyl (R)-3,4-dichloro-12-oxo-1-(6-azaspiro[3.4]octan-6-yl)-6a,7,9,10-tetrahydro-6H-pyrazino[2,1-c]pyrido[3,4-f][1,4]oxazepine-8(12H)-carboxylate